Fluorostearone FCCCCCCCCCCCCCCCCCC(CCCCCCCCCCCCCCCCC)=O